ethyltrimethyl-ammonium chloride [Cl-].C(C)[N+](C)(C)C